C(=O)(O)CN[C@@H](C)C(=O)O N-(carboxymethyl)-Alanine